C(C=C)(=O)O.F fluoran acrylate